3-aminosulfonyloxy-estra-1,3,5(10)-trien-17-one NS(=O)(=O)OC1=CC=2CC[C@H]3[C@@H]4CCC([C@@]4(C)CC[C@@H]3C2C=C1)=O